C(CCCCC)NO N-hexylhydroxylamine